CC1([C@H]2CN([C@@H]([C@@H]12)C(=O)N[C@@H](C[C@H]1C(NCC1)=O)C(COC1=C(C=CC=C1)C)=O)C([C@@H](NC(C(F)(F)F)=O)C(C)C)=O)C (1R,2S,5S)-6,6-dimethyl-N-{(2S)-4-(2-methylphenoxy)-3-oxo-1-[(3S)-2-oxopyrrolidin-3-yl]butan-2-yl}-3-[N-(trifluoroacetyl)-L-valyl]-3-azabicyclo[3.1.0]hexane-2-carboxamide